C(#N)C1=CC(=C(C=C1)N1CC(N(C2(CC(C2)C(=O)NC2CCC2)C1=O)CC1=CC=C(C=C1)C(F)(F)F)=O)F (2r,4r)-8-(4-cyano-2-fluorophenyl)-N-cyclobutyl-6,9-dioxo-5-(4-(trifluoromethyl)benzyl)-5,8-diazaspiro[3.5]nonane-2-carboxamide